COC1=C(CN(S(=O)(=O)C2=C(C=CC(=C2)CC)OC)C2=NOC3=C2C=C(C=C3)C)C=CC(=C1)OC N-(2,4-Dimethoxybenzyl)-5-ethyl-2-methoxy-N-(5-methylbenzo[d]isoxazol-3-yl)benzenesulfonamide